P(=O)(O)(I)Cl.NCC=1C=CC=CC1 3-aminomethyl-benzol chloroIodophosphate